n-Heptadecan CCCCCCCCCCCCCCCCC